COC=1C=C2C(NC(=NC2=CC1)CN1CCCCC2=C1C=CC=C2)=O 6-methoxy-2-(2,3,4,5-tetrahydro-1-benzazepin-1-ylmethyl)-3H-quinazolin-4-one